bis(aminopropyl)1,4-butanediol NCCCC(CCCO)(O)CCCN